tert-butyl (2S,6R)-4-[8-[(8-fluoro-2-formyl-imidazo[1,2-a]pyridin-6-yl)carbamoyl]-2-methoxy-quinazolin-5-yl]-2,6-dimethyl-piperazine-1-carboxylate FC=1C=2N(C=C(C1)NC(=O)C=1C=CC(=C3C=NC(=NC13)OC)N1C[C@@H](N([C@@H](C1)C)C(=O)OC(C)(C)C)C)C=C(N2)C=O